dimethyldivinyldisiloxane C[SiH2]O[Si](C=C)(C=C)C